(Z)-3-cyclohexyl-2-(2-(phenylthio)phenyl)acrylonitril C1(CCCCC1)\C=C(/C#N)\C1=C(C=CC=C1)SC1=CC=CC=C1